2-(3-(5-isopropoxypyridin-2-yl)-1,2,4-thiadiazol-5-ylamino)-N-methylnicotinamide C(C)(C)OC=1C=CC(=NC1)C1=NSC(=N1)NC1=C(C(=O)NC)C=CC=N1